C(C(=C)C)(=O)OCCC=1C=NC=CC1 3-(beta-methacryloxyethyl)-pyridine